N-(3,5-dimethylphenyl)-N'-[2-(trifluoromethyl)phenyl]guanidine CC=1C=C(C=C(C1)C)NC(=N)NC1=C(C=CC=C1)C(F)(F)F